4',5,7-trihydroxy-8-prenylflavone OC1=CC=C(C=2OC3=C(C(=CC(=C3C(C2)=O)O)O)CC=C(C)C)C=C1